CC1=CN(C(=O)N=C1N)[C@H]2C[C@@H]([C@H](O2)COP(=O)(O)O)O The molecule is a pyrimidine 2'-deoxyribonucleoside 5'-monophosphate having 5-methylcytidine as the nucleobase. It is a 2'-deoxycytidine phosphate and a pyrimidine 2'-deoxyribonucleoside 5'-monophosphate. It is a conjugate acid of a 2'-deoxy-5-methyl-5'-cytidylate(2-).